2-(ethylthio)-1-(5-(nonafluorobutyl)pyridin-2-yl)ethan-1-one C(C)SCC(=O)C1=NC=C(C=C1)C(C(C(C(F)(F)F)(F)F)(F)F)(F)F